ClC=1C=NC(=C(C(=O)NC2CCC(CC2)CN2C(N(C3=C2C=CC=C3)C=3C=NC(=CC3)SCCO)=O)C1)C 5-chloro-N-((1r,4r)-4-((3-(6-((2-hydroxyethyl)thio)pyridin-3-yl)-2-oxo-2,3-dihydro-1H-benzo[d]imidazol-1-yl)methyl)cyclohexyl)-2-methyl-nicotinamide